NC1=CC=C2CCN(C(C2=C1)(C)C)C(=O)OC(C)(C)C tert-butyl 7-amino-1,1-dimethyl-3,4-dihydroisoquinoline-2(1H)-carboxylate